4-methyl-5-nitropyridin-2(3H)-one CC=1CC(N=CC1[N+](=O)[O-])=O